ClC1=CN=C2C(=N1)C(=NC2C(C2=CC=CC=C2)(C2=CC=CC=C2)C2=CC=CC=C2)B2OC(C(O2)(C)C)(C)C 2-chloro-7-(4,4,5,5-tetramethyl-1,3,2-dioxaborolan-2-yl)-5-trityl-5H-pyrrolo[3,4-b]pyrazine